C(C(=C)C)(=O)OCCOC1=CC2=C(C=CO2)C=C1 2-(benzofuran-6-yloxy)ethyl methacrylate